OC=1C=C2CN(C(C2=CC1)=C=O)C1C(NC(CC1)=O)=O 3-(5-hydroxy-1-carbonyl-isoindol-2-yl)piperidine-2,6-dione